(E)-3-((3,3-dibutyl-5-(4-(isopropylcarbamoyl)phenyl)-7-(methylsulfanyl)-1,1-dioxido-2,3,4,5-tetrahydro-1,5-benzothiazepin-8-yl)oxy)acrylic acid C(CCC)C1(CS(C2=C(N(C1)C1=CC=C(C=C1)C(NC(C)C)=O)C=C(C(=C2)O/C=C/C(=O)O)SC)(=O)=O)CCCC